C(C)OC(=O)C1=CC=C(C2=NC3=CC=CC=C3C(=C12)C1CC1)F ethoxycarbonyl-9-(cyclopropyl)-4-fluoroacridine